NN1C=NC(=C2N3C(N=C12)N(C(N3C)=O)CCN3CCN(CC3)C3=C(C=C(C=C3)F)F)C3=NC=CC=C3 5-Amino-3-[2-[4-(2,4-difluorophenyl)piperazin-1-yl]ethyl]-1-methyl-8-(2-pyridyl)-[1,2,4]triazolo[5,1-f]purin-2-one